O[C@H]1[C@@H]([C@H]2[C@H]([C@H]([C@H]3[C@@H]4CC[C@H]([C@@H](CCCNS(=O)(=O)C5CC5)C)[C@]4(CC[C@@H]3[C@]2(CC1)C)C)O)CC)F N-(3alpha,7alpha-dihydroxy-4beta-fluoro-6alpha-ethyl-5beta-cholan-24-yl)-cyclopropylsulfonamide